9-(2,5,8,11-tetraoxatridecan-13-yl)-9H-carbazole COCCOCCOCCOCCN1C2=CC=CC=C2C=2C=CC=CC12